1-(4-(3-((5-fluoro-6-(trifluoromethyl)pyridin-3-yl)amino)pyrazin-2-yl)piperazin-1-yl)prop-2-en-1-one FC=1C=C(C=NC1C(F)(F)F)NC=1C(=NC=CN1)N1CCN(CC1)C(C=C)=O